2-[3-Cyclopropyl-5-(trifluoromethyl)pyrazol-1-yl]-1-[(2S,3S)-2-(2-chloro-3-methyl-phenyl)-3-[(3R)-3-methylmorpholin-4-yl]pyrrolidine-1-yl]ethanone C1(CC1)C1=NN(C(=C1)C(F)(F)F)CC(=O)N1[C@H]([C@H](CC1)N1[C@@H](COCC1)C)C1=C(C(=CC=C1)C)Cl